ClC1=NC=2N(C(=C1C1=C(C=C(/C=C/C3[C@@H]4CN(C[C@H]34)C(=O)OC(C)(C)C)C=C1F)F)N[C@H](C)C(C)C)N=CN2 tert-butyl (1R,5s,6s)-6-((E)-4-(5-chloro-7-(((R)-3-methylbutan-2-yl) amino)-[1,2,4]triazolo[1,5-a]pyrimidin-6-yl)-3,5-difluorostyryl)-3-azabicyclo[3.1.0]hexane-3-carboxylate